Gallolen [Ga]1=CCCC1